C(C)N(CCC#CCC(=O)[O-])CC 4-diethylamino-2-butynylacetate